Cl.FC1(C(C12CCNCC2)C2=NN(C=C2)C2=C(C=C(C=C2)F)C(F)(F)F)F 1,1-difluoro-2-{1-[4-fluoro-2-(trifluoromethyl)phenyl]-1H-pyrazol-3-yl}-6-azaspiro[2.5]octane hydrochloride